FC1=C(C(=CC=C1)F)C=1NC2=C(C3=C(N1)C(=NN3)C)C=C(N=C2C)N2CCOC3(COC3)C2 8-(5-(2,6-difluorophenyl)-3,7-dimethyl-1,6-dihydropyrazolo[4,3-d]pyrido[4,3-f][1,3]diazepin-9-yl)-2,5-dioxa-8-azaspiro[3.5]nonane